ClC=1C=CC(=C(C1)C1=C(NC=2C1=NC=CC2C)C2=C(C=NC=C2)OC[C@H]2N(CCC2)C(C=C)=O)F 1-{(2S)-2-[({4-[3-(5-chloro-2-fluorophenyl)-7-methyl-1H-pyrrolo[3,2-b]pyridin-2-yl]pyridin-3-yl}oxy)methyl]pyrrolidin-1-yl}prop-2-en-1-one